2-[4-[7-isopropoxy-6-[[6-(trifluoromethyl)pyridine-2-carbonyl]amino]imidazo[1,2-a]pyridin-2-yl]-1-piperidinyl]acetic acid C(C)(C)OC1=CC=2N(C=C1NC(=O)C1=NC(=CC=C1)C(F)(F)F)C=C(N2)C2CCN(CC2)CC(=O)O